3,5-dichloro-N-[4-fluoro-3-[[(4-fluorophenyl)amino]carbonyl]phenyl]-β-(trifluoromethyl)benzenepropanamide ClC=1C=C(C=C(C1)Cl)C(CC(=O)NC1=CC(=C(C=C1)F)C(=O)NC1=CC=C(C=C1)F)C(F)(F)F